pyridone N1C(C=CC=C1)=O